[Si](C)(C)(C(C)(C)C)OC(CN1N=CC(=C1C)N)COC 1-(2-((tert-butyldimethylsilyl)oxy)-3-methoxypropyl)-5-methyl-1H-pyrazol-4-amine